7-Chloro-5-(3-methylpyridin-2-yl)imidazo[1,2-a]quinoxalin-4(5H)-one ClC=1C=C2N(C(C=3N(C2=CC1)C=CN3)=O)C3=NC=CC=C3C